FC=1C=C2C=CN(C2=CC1)C1=C(N)C=CC=C1 2-(5-fluoro-1H-indol-1-yl)aniline